6-Benzyl-1-methyl-3-[(3-methylphenyl)benzyl]-1H,2H,3H,4H,5H,6H,7H,8H-pyrido[4,3-d]pyrimidine-2,4-dione C(C1=CC=CC=C1)N1CC2=C(N(C(N(C2=O)C(C2=CC=CC=C2)C2=CC(=CC=C2)C)=O)C)CC1